C(CCCCCCCCCCC)C=1NC=C[NH+]1 lauryl-imidazolium